C1(CC1)N(C1=C(C(=NC=N1)NCC1=CC=C(C=C1)CC(=O)N)F)C(C)C1=NC=C(C=C1)C(F)(F)F 2-[4-[[[6-[cyclopropyl-[1-[5-(trifluoromethyl)-2-pyridyl]ethyl]amino]-5-fluoro-pyrimidin-4-yl]amino]methyl]phenyl]acetamide